O[C@H]1[C@@H](C(NC1)=O)NC(CCC1=C(NC(=C1I)C1=CC=CC=C1)C1=CC=CC=C1)=O N-((3S,4R)-4-hydroxy-2-oxopyrrolidin-3-yl)-3-(4-iodo-2,5-diphenyl-1H-pyrrol-3-yl)propanamide